Ethyl 1-(2-ethoxy-2-oxoethyl)-4-fluoropiperidine-4-carboxylate C(C)OC(CN1CCC(CC1)(C(=O)OCC)F)=O